4-methylpentane-3,3-diol CC(C(CC)(O)O)C